tetrasodium aspartic acid diacetate C(CN([C@@H](CC(=O)O)C(=O)O)CC(=O)[O-])(=O)[O-].[Na+].[Na+].[Na+].[Na+].N([C@@H](CC(=O)O)C(=O)O)(CC(=O)[O-])CC(=O)[O-]